2-(5-((R or S)-1-(((R)-((R)-7-fluoro-1,2,3,4-tetrahydropyrido[2,3-b]pyrazin-3-yl)(phenyl)methyl)amino)propan-2-yl)-2,4-dimethylphenyl)acetic acid FC1=CC2=C(N[C@H](CN2)[C@@H](C2=CC=CC=C2)NC[C@H](C)C=2C(=CC(=C(C2)CC(=O)O)C)C)N=C1 |o1:18|